2-(4-(((1s,3s)-3-hydroxy-3-methylcyclobutyl)amino)phthalazin-1-yl)-5-(trifluoromethoxy)phenol OC1(CC(C1)NC1=NN=C(C2=CC=CC=C12)C1=C(C=C(C=C1)OC(F)(F)F)O)C